OC[C@H](O)[C@@H](O)[C@H](O)[C@H](O)CO (D)-sorbitol